6-oxo-piperazine-2-carboxylate O=C1CNCC(N1)C(=O)[O-]